N-ethyl-2-(((5Z,8Z,11Z,14Z,17Z)-icosa-5,8,11,14,17-pentaen-1-yl)oxy)butanamide C(C)NC(C(CC)OCCCC\C=C/C\C=C/C\C=C/C\C=C/C\C=C/CC)=O